FC1(CN(CC1)C1=NC=CC(=C1C=1NC(=C(N1)C1=CC=CC=C1)C)C1=CC=CC=C1)F 2-(3,3-difluoropyrrolidin-1-yl)-3-(5-methyl-4-phenyl-1H-imidazol-2-yl)-4-phenylpyridine